OCC(CO)(CO)NCCS(=O)(=O)O 2-[[1,3-dihydroxy-2-(hydroxymethyl)propane-2-yl]amino]ethanesulfonic acid